[4-(6-bromo-2,3,4,5-tetrahydro-1-benzazepin-1-yl)-5-fluoro-quinazolin-2-yl]hydrazine BrC1=CC=CC2=C1CCCCN2C2=NC(=NC1=CC=CC(=C21)F)NN